C1(=CC=CC=C1)C(=C(C(=O)O)O)CCC phenylhydroxyhexenoic acid